4-fluoro-2-methyl-6-(5-((4-methylpiperazin-1-yl)methyl)-1H-pyrrolo[2,3-b]pyridin-3-yl)-1-(1-methylpiperidin-4-yl)-1H-benzo[d]imidazole FC1=CC(=CC=2N(C(=NC21)C)C2CCN(CC2)C)C2=CNC1=NC=C(C=C12)CN1CCN(CC1)C